(S)-N-((R and S)-(3-chloro-4-fluorophenyl)(5-(trifluoromethyl)-1H-pyrazol-3-yl)methyl)-2-oxoimidazolidine-4-carboxamide ClC=1C=C(C=CC1F)[C@@H](NC(=O)[C@H]1NC(NC1)=O)C1=NNC(=C1)C(F)(F)F |&1:8|